1-(6-(diethylamino)pyridin-3-yl)ethane C(C)N(C1=CC=C(C=N1)CC)CC